C(C(C)C)[C@@H]1N2[C@@H](CC3=C1NC=1C=C(C=CC31)OC)C(N[C@H](C2=O)CC(=O)NC(C)C)=O 2-((3S,6S,12aS)-6-isobutyl-9-methoxy-1,4-dioxo-1,2,3,4,6,7,12,12a-octahydropyrazino[1',2':1,6]pyrido[3,4-b]indol-3-yl)-N-isopropylacetamide